tri-n-hexyl-phosphine selenide C(CCCCC)P(CCCCCC)(CCCCCC)=[Se]